3-(1-(4-iodophenyl)-2-nitroethyl)-2-phenyl-1H-indole IC1=CC=C(C=C1)C(C[N+](=O)[O-])C1=C(NC2=CC=CC=C12)C1=CC=CC=C1